FCOC1=CC(=C(C=O)C(=C1)O)C 4-(fluoromethoxy)-6-hydroxy-2-methylbenzaldehyde